ClC=1C=C(C=CC1F)NC1=NC=NC2=CC(=C(C=C12)NC(C=CCN1CCOCC1)=O)OCC1OCCC1 4-[(3-chloro-4-fluorophenyl)amino]-6-{[4-(morpholin-4-yl)-1-oxo-2-buten-1-yl]amino}-7-[(tetrahydrofuran-2-yl)methoxy]-quinazoline